7-methyl-2H-1,5-benzodioxine-3(4H)-one CC1=COC2C(OCC(C2)=O)=C1